(R)-3-((3-butyl-3-ethyl-5-(4-fluorophenyl)-7-(methylsulfanyl)-1,1-dioxo-2,3,4,5-tetrahydro-1,5-benzothiazepin-8-yl)oxy)propionic acid C(CCC)[C@]1(CS(C2=C(N(C1)C1=CC=C(C=C1)F)C=C(C(=C2)OCCC(=O)O)SC)(=O)=O)CC